2-chloro-3-(methoxymethoxy)pyridine ClC1=NC=CC=C1OCOC